NC1=CC=C(C=C1)C1C(CN(CC1)C(=O)OC(C)(C)C)F Tert-butyl 4-(4-aminophenyl)-3-fluoropiperidin-1-carboxylate